2-(2,5-dimethyl-1H-pyrrol-1-yl)thiazolo[4,5-c]pyridin CC=1N(C(=CC1)C)C=1SC2=C(C=NC=C2)N1